FC1=CC=2C(=NSC2N2CCC(CC2)C=2N(C=C(N2)C(=O)N)C)C=C1 (1-(5-fluorobenzo[c]isothiazol-3-yl)piperidin-4-yl)-1-methyl-1H-imidazole-4-carboxamide